Hexane adipate C(CCCCC(=O)O)(=O)O.CCCCCC